N1=C(C=CC2=CC=C3C=CC=NC3=C12)C=CC(=O)O phenanthroline-acrylic acid